NC1=CC(=C(C=C1)NC(C=C)=O)C#N N-(4-amino-2-cyanophenyl)acrylamide